azidomethyl-(trimethyl)silane N(=[N+]=[N-])C[Si](C)(C)C